N-methyl-N-(4-phenyl-6-(3-propylphenyl)quinolin-2-yl)glycine CN(CC(=O)O)C1=NC2=CC=C(C=C2C(=C1)C1=CC=CC=C1)C1=CC(=CC=C1)CCC